BrC=1C=C2C=NN(C2=CC1F)CCOC 5-bromo-6-fluoro-1-(2-methoxyethyl)indazole